ClC1=C(C=CC(=C1)F)N1N=CC(=C1)C(=O)N1[C@@H](C[C@@H](C1)OC1=CC(=CC=C1)C=1C2=CN(N=C2C=CC1)CCN1CCNCC1)C(=O)OC methyl (2S,4S)-1-[1-(2-chloro-4-fluoro-phenyl)pyrazole-4-carbonyl]-4-[3-[2-(2-piperazin-1-ylethyl)indazol-4-yl]phenoxy]pyrrolidine-2-carboxylate